BrC1=CC(=C(C(=O)O)C=C1C)OC1=C(C=CC=C1)F 4-bromo-2-(2-fluorophenoxy)-5-methyl-benzoic acid